(5H)-pyrimidine-5-carboxylate N=1C=NCC(C1)C(=O)[O-]